C(C1CO1)OC1C(C(CCC1)OCC1CO1)C1OCCOC1 2,6-bis(2,3-epoxypropoxy)cyclohexyl-p-dioxane